N-(2-(((1-((6-chloropyridin-3-yl)methyl)-1H-pyrazol-4-yl)methyl)amino)-6-methyl-5-nitropyrimidin-4-yl)-N-methyl-L-valine methyl ester COC([C@@H](N(C)C1=NC(=NC(=C1[N+](=O)[O-])C)NCC=1C=NN(C1)CC=1C=NC(=CC1)Cl)C(C)C)=O